CC1=CC2=C(C[C@H](C3=NC=CC=C3O2)CN)C=C1 |o1:6| (S*)-(7-methyl-10,11-dihydrobenzo[6,7]oxepino[3,2-b]pyridin-11-yl)methanamine